4-(methylsulfonyl)benzenesulfonyl chloride CS(=O)(=O)C1=CC=C(C=C1)S(=O)(=O)Cl